Methyl (2R)-2-hydroxy-2-methylbutanoate O[C@@](C(=O)OC)(CC)C